2,2-bis(3-(2-propenyl)-4-cyanatophenyl)propane C(C=C)C=1C=C(C=CC1OC#N)C(C)(C)C1=CC(=C(C=C1)OC#N)CC=C